4-((2R,3S,4R,5R)-3-(3,4-difluoro-2-methoxyphenyl)-4,5-dimethyl-5-(trifluoromethyl)tetrahydrofuran-2-carboxamido)picolinamide FC=1C(=C(C=CC1F)[C@H]1[C@@H](O[C@]([C@@H]1C)(C(F)(F)F)C)C(=O)NC1=CC(=NC=C1)C(=O)N)OC